Methyl 4-(7-(4-chlorophenyl)-2,7-diazaspiro[3.5]nonan-2-yl)-2-fluorobenzoate ClC1=CC=C(C=C1)N1CCC2(CN(C2)C2=CC(=C(C(=O)OC)C=C2)F)CC1